acryloxybutyltriisopropoxysilane C(C=C)(=O)OCCCC[Si](OC(C)C)(OC(C)C)OC(C)C